[N+](=O)([O-])[O-].[Au+3].[N+](=O)([O-])[O-].[N+](=O)([O-])[O-] gold nitrate salt